N[C@H](C(=O)O)CCCCC1=CC=C(C=C1)C (S)-2-amino-6-(p-tolyl)hexanoic acid